(Z)-2-(5-fluoro-2-methyl-1-(3-trifluoromethylbenzylidene)-1H-inden-3-yl)acetic acid FC=1C=C2C(=C(/C(/C2=CC1)=C/C1=CC(=CC=C1)C(F)(F)F)C)CC(=O)O